NC1=C(CN(C2=NC(=CC=C12)C(F)(F)F)C1=CC=C(C=C1)Cl)N1C=CC=C1 4-Amino-1-(4-chlorophenyl)-3-(1H-pyrrol-1-yl)-7-(trifluoromethyl)-1,8-naphthyridine